CN1N=CC=2C1=NC(=CC2N2CC1=CC=C(C=C1C(C2)C)N2CCC1(CC2)CCNCC1)C 3-[2-(1,6-dimethylpyrazolo[3,4-b]pyridin-4-yl)-4-methyl-3,4-dihydro-1H-isoquinolin-6-yl]-3,9-diazaspiro[5.5]undecane